2-{[4-({5-[(2,4-dichlorophenoxy)methyl]furan-2-yl}methyl)piperidin-1-yl]methyl}-3-[(1-ethyl-1H-imidazol-5-yl)methyl]-3H-imidazo[4,5-b]pyridine-5-carboxylic acid ClC1=C(OCC2=CC=C(O2)CC2CCN(CC2)CC2=NC=3C(=NC(=CC3)C(=O)O)N2CC2=CN=CN2CC)C=CC(=C1)Cl